[Cl-].[Na].[NH+]=1NN=NC1 tetrazolium sodium chloride